2-(trifluoromethoxy)pyridine FC(OC1=NC=CC=C1)(F)F